C(#N)C=1C=C(C(=NC1OCC1=CC2=C(OC(O2)(F)F)C=C1)C(F)F)C(=O)O 5-cyano-6-[(2,2-difluoro-1,3-benzodioxol-5-yl)methoxy]-2-(difluoromethyl)pyridine-3-carboxylic acid